3-(3-methoxy-5-(trifluoromethyl)phenyl)propanoate COC=1C=C(C=C(C1)C(F)(F)F)CCC(=O)[O-]